C1=CC2C=CC1O2 oxanorbornadiene